(R)-N-(4-(chlorodifluoromethoxy)phenyl)-6-(3-hydroxypyrrolidin-1-yl)-5-nitronicotinamide ClC(OC1=CC=C(C=C1)NC(C1=CN=C(C(=C1)[N+](=O)[O-])N1C[C@@H](CC1)O)=O)(F)F